N(NC(=O)OCC)C(=O)OCC diethyl hydrazine-1,2-dicarboxylate